ClC=1C(=CC2=C(N(C(O2)=O)CCC(=O)[O-])C1)O[C@H](C)C1=NC=CC=C1.[Na+] sodium (R)-3-(5-chloro-2-oxo-6-(1-(pyridin-2-yl) ethoxy)benzo[d]oxazol-3(2H)-yl)propanoate